ClC1=CN=C2C=C(C=NC2=C1)NC1=NC(=NC=C1)NC=1C=NC(=C(C1)OC)OC1CC(C1)N(C)C 4-(7-chloro-1,5-diaza-3-naphthylamino)-2-{5-methoxy-6-[(1s,3s)-3-(dimethylamino)cyclobutoxy]-3-pyridylamino}pyrimidine